OCC(CO)N1C(C=2N(N=C3C=CC(=CC23)OCC2=C(C=CC=C2)F)CC1)=O 2-(1,3-dihydroxypropan-2-yl)-9-[(2-fluorophenyl)methoxy]-1h,2h,3h,4h-pyrazino[1,2-b]indazol-1-one